1-(6-(tert-butylsulfonyl)-7-methoxyimidazo[1,2-a]pyridin-3-yl)-1H-pyrazole-4-carboxylic acid C(C)(C)(C)S(=O)(=O)C=1C(=CC=2N(C1)C(=CN2)N2N=CC(=C2)C(=O)O)OC